4-(6-bromo-8-fluoro-7-methoxy-imidazo[1,2-a]pyridin-2-yl)-2-methyl-butan-2-ol BrC=1C(=C(C=2N(C1)C=C(N2)CCC(C)(O)C)F)OC